2,6-difluoro-p-hydroxybenzoic acid FC1=C(C(=O)O)C(=CC(=C1)O)F